2-(3,3-diethoxypropoxy)-3-methylpyridine C(C)OC(CCOC1=NC=CC=C1C)OCC